N-trifluoromethylthiophthalimide FC(N1C(C=2C(C1=O)=CC=CC2)=S)(F)F